(R)-3-(tert-butyl)-N-(1-(4-(6-(5-(3-hydroxyazetidin-3-yl)pyridin-2-yl)-7H-pyrrolo[2,3-d]pyrimidin-4-yl)-2-methylphenyl)ethyl)-1,2,4-oxadiazole-5-carboxamide C(C)(C)(C)C1=NOC(=N1)C(=O)N[C@H](C)C1=C(C=C(C=C1)C=1C2=C(N=CN1)NC(=C2)C2=NC=C(C=C2)C2(CNC2)O)C